C1(=CC=C(C=C1)C=1C=C2C=CC(=CC2=CC1)N)C 6-(p-tolyl)naphthalene-2-amine